diamino-3,3'-dihydroxyl-biphenyl NC1=C(C(=C(C=C1)C1=CC(=CC=C1)O)N)O